1-(2-(1H-indol-3-yl)ethyl)-7-(benzyloxy)-6-methoxy-3,4-dihydroisoquinoline-2(1H)-formaldehyde N1C=C(C2=CC=CC=C12)CCC1N(CCC2=CC(=C(C=C12)OCC1=CC=CC=C1)OC)C=O